N-(3-(3,4-dihydroisoquinolin-2(1H)-yl)-2-hydroxypropyl)-6-methyl-4,5,6,7-tetrahydrothieno[2,3-c]pyridine-2-carboxamide C1N(CCC2=CC=CC=C12)CC(CNC(=O)C1=CC2=C(CN(CC2)C)S1)O